Cl.FC=1C=C(C=CC1)[C@H](CNC(CC1CCC(CC1)NC(=O)C1CC1)(C)C)O N-((1R,4r)-4-(2-(((R)-2-(3-Fluorophenyl)-2-hydroxyethyl)amino)-2-methylpropyl)cyclohexyl)cyclopropanecarboxamide hydrochloride